3,6-disulfo-phthalic anhydride S(=O)(=O)(O)C1=C2C(C(=O)OC2=O)=C(C=C1)S(=O)(=O)O